OCN(C)C hydroxy-trimethyl-amine